CS(=O)(=O)OCC=1C(=NC=C(C1)NC1C(NC(CC1)=O)=O)F (5-((2,6-dioxopiperidin-3-yl)amino)-2-fluoropyridin-3-yl)methyl methanesulfonate